methyl (E)-2-[2-[6-(2-cyanophenoxy)pyrimidin-4-yloxy]phenyl]-3-methoxyacrylate C(#N)C1=C(OC2=CC(=NC=N2)OC2=C(C=CC=C2)/C(/C(=O)OC)=C\OC)C=CC=C1